4-(4-methyl-1-piperidyl)benzoic acid CC1CCN(CC1)C1=CC=C(C(=O)O)C=C1